FC=1C(=NC(=NC1)NC1=NC=C(C=C1)CN1CCO[C@@]2(CCN(C2)S(=O)(=O)C)C1)C=1C=C(C2=C(N(C(=N2)C)C(C)C)C1)F (S)-5-fluoro-4-(4-fluoro-1-isopropyl-2-methyl-1H-benzo[d]imidazol-6-yl)-N-(5-((2-(methylsulfonyl)-6-oxa-2,9-diazaspiro[4.5]decan-9-yl)methyl)pyridin-2-yl)pyrimidin-2-amine